5-(4-(4-chloro-3,5-dimethylphenoxy)-N-isobutylphenylsulfonamido)-2-hydroxybenzoic acid ClC1=C(C=C(OC2=CC=C(C=C2)S(=O)(=O)N(CC(C)C)C=2C=CC(=C(C(=O)O)C2)O)C=C1C)C